The molecule is a peptide zwitterion obtained by transfer of two protons from the carboxy to the amino groups of Cys-Gly disulfide; major species at pH 7.3. It is a tautomer of a Cys-Gly disulfide. C(C(C(=O)NCC(=O)[O-])[NH3+])SSCC(C(=O)NCC(=O)[O-])[NH3+]